m-cyanobenzoate C(#N)C=1C=C(C(=O)[O-])C=CC1